2-(4-(5-amino-4-cyano-1-cyclopentyl-1H-pyrazol-3-yl)phenyl)-N-(5-chloro-2-fluorophenyl)acetamide NC1=C(C(=NN1C1CCCC1)C1=CC=C(C=C1)CC(=O)NC1=C(C=CC(=C1)Cl)F)C#N